O(C(=O)CCCCCCCCC)C(C)CCCC.[In] indium 2-hexyl caprate